sodium silicate salt hydrate O.[Si]([O-])([O-])([O-])[O-].[Na+].[Na+].[Na+].[Na+]